6-(tert-butoxycarbonyl)-2,2-diphenylbenzo[d][1,3]dioxol-5-carboxylic acid C(C)(C)(C)OC(=O)C=1C(=CC2=C(OC(O2)(C2=CC=CC=C2)C2=CC=CC=C2)C1)C(=O)O